(2-Ethyl-6-nitro-imidazo[1,2-a]pyridin-3-yl)-[4-(4-fluoro-phenyl)-thiazol-2-yl]-methyl-amine C(C)C=1N=C2N(C=C(C=C2)[N+](=O)[O-])C1N(C)C=1SC=C(N1)C1=CC=C(C=C1)F